COC(C1=NC=CC=C1C=1C=C2C(=NC1)N(N=C2C(C2=C(C(=C(C=C2)F)NS(=O)(=O)C)F)=O)C2OCCCC2)=O (3-(2,4-difluoro-3-(methylsulfonylamino)benzoyl)-1-(tetrahydro-2H-pyran-2-yl)-1H-pyrazolo[3,4-b]pyridin-5-yl)picolinic acid methyl ester